NCCNCCCCCCCC[Si](OCC)(OCC)OCC 8-(2-aminoethylamino)octyltriethoxysilane